N,N,N-tripropyl-adamantylammonium chloride [Cl-].C(CC)[N+](CCC)(CCC)C12CC3CC(CC(C1)C3)C2